3-(5-(2-(5,6,7,8-tetrahydro-1,8-naphthyridin-2-yl)ethoxy)-1H-indazol-1-yl)propanoic acid N1=C(C=CC=2CCCNC12)CCOC=1C=C2C=NN(C2=CC1)CCC(=O)O